(R)-2-((1-(4-cyano-3-cyclopropyl-6-fluoro-2-(tetrahydro-2H-pyran-4-yl)quinolin-8-yl)ethyl)amino)-5-fluorobenzoic acid C(#N)C1=C(C(=NC2=C(C=C(C=C12)F)[C@@H](C)NC1=C(C(=O)O)C=C(C=C1)F)C1CCOCC1)C1CC1